2-(4-Hydroxytetrahydro-2H-pyran-2-yl)acetic acid methyl ester COC(CC1OCCC(C1)O)=O